N1CC(C1)C(=O)NC=1C=C(C=CC1F)CS(=O)(=O)N1C(C[C@H](CC1)NC=1C=C(C=CC1)C1=C(C(=C(S1)C(=O)O)OCC(=O)O)Cl)(C)C 5-[3-[[(4S)-1-[[3-(azetidine-3-carbonylamino)-4-fluoro-phenyl]methylsulfonyl]-2,2-dimethyl-4-piperidyl]amino]phenyl]-3-(carboxymethoxy)-4-chloro-thiophene-2-carboxylic acid